2-[4-{5-chloro-2-[2-(difluoromethyl)-1,3-oxazol-5-yl]phenyl}-5-methoxy-2-oxopyridin-1(2H)-yl]butanoic acid ClC=1C=CC(=C(C1)C1=CC(N(C=C1OC)C(C(=O)O)CC)=O)C1=CN=C(O1)C(F)F